C(C1=CC=CC=C1)N(C=1C(=C2C(=CC1)[C@H](OC[C@]21CC=2N=C(N=C(C2CO1)N1CCOCCC1)S(=O)(=O)C)C)Br)CC1=CC=CC=C1 |r| (1RS,4SR)-N,N-dibenzyl-5-bromo-1-methyl-2'-(methylsulfonyl)-4'-(1,4-oxazepan-4-yl)-5',8'-dihydrospiro[isochromane-4,7'-pyrano[4,3-d]pyrimidin]-6-amine